N[C@@H](CCCC(=O)O)C1=C(C=CC=C1)N1CCCC1 (5S)-5-AMINO-5-(2-PYRROLIDINYLPHENYL)PENTANOIC ACID